C(C)(C)(C)OC(=O)N1CC2(C1)CC(C2)C(C=2C=NC(=CC2)C(F)(F)F)(F)F 6-[difluoro-[6-(trifluoromethyl)-3-pyridyl]methyl]-2-azaspiro[3.3]heptane-2-carboxylic Acid Tert-Butyl Ester